C1(=CC=CC=C1)C1CC2=CC3=CC=CC=C3N=C2CC1 2-phenyl-1,2,3,4-tetrahydroacridine